ClCC1=NC(=NO1)C[C@H](O)C1=CC=C(C=C1)Cl (1s)-2-[5-(chloromethyl)-1,2,4-oxadiazol-3-yl]-1-(4-chlorophenyl)ethanol